[Si](C)(C)(C(C)(C)C)NS(=O)(=NC(NC1=C2C(=NC3=C1CCC3)CCC2)=O)C2=NN(C(=C2)C(C)(C)O)C2=CC=CC=C2 N-(tert-butyldimethylsilyl)-N'-((1,2,3,5,6,7-hexahydrodicyclopenta[b,e]pyridin-8-yl)carbamoyl)-5-(2-hydroxypropan-2-yl)-1-phenyl-1H-pyrazole-3-sulfonimidamide